C(=C)C1=CN([C@H]2C[C@H](O)[C@@H](CO)O2)C=2N=CN=C(C12)N 7-vinyl-7-deaza-2'-deoxyadenosine